Cl.Cl.Cl.Cl.C(C)(C)(C)N1CCN(CC1)C([C@H](CSSC[C@@H](C(=O)N1CCN(CC1)C(C)(C)C)N)N)=O L-Cystine bis(N'-tert-butylpiperazide) tetrahydrochloride